5-[(2S)-2-aminopropyl]-6-ethynyl-N-(thiophen-2-ylmethyl)thieno[3,2-c][1,2]thiazol-3-amine N[C@H](CC1=C(C2=NSC(=C2S1)NCC=1SC=CC1)C#C)C